tert-Butyl-(2R)-7-methyl-3,4-dihydro-1H-spiro[1,8-naphthyridine-2,3'-pyrrolidine] C(C)(C)(C)N1C[C@@]2(CC1)NC1=NC(=CC=C1CC2)C